ClC=1C=C2C=C(N(C2=C(C1)F)CCNC1=CC(=NC=N1)C1=CC(=C(C(=O)O)C(=C1)CCC)F)C 4-{6-[2-(5-Chloro-7-fluoro-2-methyl-indol-1-yl)-ethylamino]-pyrimidin-4-yl}-2-fluoro-6-propyl-benzoic acid